hexane-1,6-dithiol C(CCCCCS)S